3-(2,6-difluoro-4-((R)-3-(hydroxymethyl)-1-oxa-9-azaspiro[5.5]undecan-9-yl)phenyl)piperidine-2,6-dione FC1=C(C(=CC(=C1)N1CCC2(CC[C@@H](CO2)CO)CC1)F)C1C(NC(CC1)=O)=O